C(C)OC1=C(C(=C(C(=C1F)F)F)F)S(=O)(=O)NC 2-ethoxy-3,4,5,6-tetrafluoro-N-methyl-benzenesulfonamide